C(C)OP(=O)(C)CC=O (ethoxy-methylphosphoryl)-acetaldehyde